2,2-difluoro-N-(trans-1-(1-(4-fluorobenzyl)-1H-indol-5-yl)-5-oxo-2-phenylpyrrolidin-3-yl)propanamide FC(C(=O)N[C@H]1[C@@H](N(C(C1)=O)C=1C=C2C=CN(C2=CC1)CC1=CC=C(C=C1)F)C1=CC=CC=C1)(C)F